N-[(1,3-benzothiazol-5-yl)methyl]-2-(6-{5-chloro-2-[(oxan-4-yl)amino]pyrimidin-4-yl}-1-oxo-2,3-dihydro-1H-isoindol-2-yl)acetamide S1C=NC2=C1C=CC(=C2)CNC(CN2C(C1=CC(=CC=C1C2)C2=NC(=NC=C2Cl)NC2CCOCC2)=O)=O